N[C@H](C)C=1C(=NC=CN1)C1=CC=C(C=N1)C(=O)[O-] |r| (rac)-6-{3-[1-aminoethyl]pyrazin-2-yl}pyridine-3-carboxylate